5-(4-Aminobutyl)-10-benzyl-3-chloro-5,10-dihydro-11H-dibenzo[b,e][1,4]diazepin-11-one NCCCCN1C2=C(N(C(C3=C1C=C(C=C3)Cl)=O)CC3=CC=CC=C3)C=CC=C2